S([O-])(O)=O.S(O)(O)=O.[Na+] sodium BISULFITE (BISULFITE)